FC=1C=C(C=CC1)[C@@H](C12CCC(CC1)(N2C(=O)OC(C)(C)C)COC)O tert-Butyl 1-((S)-(3-fluorophenyl)(hydroxy)methyl)-4-(methoxymethyl)-7-azabicyclo[2.2.1]heptane-7-carboxylate